OC1CCCC=2OC(C3=C(C21)C=C(C=C3)CO)(C)C tetrahydro-1-hydroxy-6,6-dimethyl-6H-dibenzo[b,d]pyran-9-methanol